C(C)(C)(C)OC(=O)N1[C@@H](C[C@@H](C1)O)C(=O)O (2S,4S)-1-[(tert-butoxy)carbonyl]-4-hydroxypyrrolidine-2-carboxylic acid